COC(C1=C(C(=CC(=C1)F)F)C1=CC(=NC(=C1)Cl)Cl)=O 2-(2,6-dichloropyridin-4-yl)-3,5-difluorobenzoic acid methyl ester